NC1=C2C=CN(C(C2=CC=C1)=O)N1C(CCCC1=O)=O (5-amino-1-oxoisoquinolin-2(1H)-yl)piperidine-2,6-dione